Cl.FC1=C(C=CC(=C1)F)C1CCN(CC1)CC1=CC=C(COC2=C3CN(C(C3=CC=C2)=O)C2C(NC(CC2)=O)=O)C=C1 3-(4-{4-[4-(2,4-difluoro-phenyl)-piperidin-1-ylmethyl]-benzyloxy}-1-oxo-1,3-dihydro-isoindol-2-yl)-piperidine-2,6-dione Hydrochloride